N1(CCCCC1)C1=C(C=C(C(=O)NC2=CC=C(C(=O)O)C=C2)C=C1)NC(=O)C1=NN(C2=CC=CC=C12)CC(F)(F)F 4-(4-(piperidin-1-yl)-3-(1-(2,2,2-trifluoroethyl)-1H-indazole-3-carboxamido)benzamido)benzoic acid